diphenyl-(trifluoromethyl)sulfonium triflate [O-]S(=O)(=O)C(F)(F)F.C1(=CC=CC=C1)[S+](C(F)(F)F)C1=CC=CC=C1